CN1C(C2=C(C=CC=C2C1)NC1=NC(=NC=C1C(F)(F)F)S(=O)(=O)C)=O 2-methyl-7-((2-(methylsulfonyl)-5-(trifluoromethyl)pyrimidine-4-yl)amino)isoindolin-1-one